C1(CCCCC1)CN1C[C@@H]2[C@H](C1)CC(C2)OC=2N=NC(=CC2)C=2C(=NN(C2)C)C (3aR,5r,6aS)-2-(cyclohexylmethyl)-5-[6-(1,3-dimethylpyrazol-4-yl)pyridazin-3-yl]oxy-3,3a,4,5,6,6a-hexahydro-1H-cyclopenta[c]pyrrole